F[C@]1(C[C@H](NC1=O)COC1=C2C=C(C(=CC2=CC=C1)C(=O)N)OC)C 5-{[(2S,4S)-4-fluoro-4-methyl-5-oxopyrrolidin-2-yl]methoxy}-3-methoxynaphthalene-2-carboxamide